C(C1=CC=CC=C1)OC1=NC(=CC=C1C1=NN(C2=CC(=C(C=C12)F)C=1CCN(CC1)CC1CCN(CC1)C(=O)OC(C)(C)C)C)O tert-butyl 4-((4-(3-(2-(benzyloxy)-6-hydroxypyridin-3-yl)-5-fluoro-1-methyl-1H-indazol-6-yl)-3,6-dihydropyridin-1(2H)-yl)methyl)piperidine-1-carboxylate